[C@@H]12CC[C@@H](C=C1)C2 endo-cis-bicyclo-(2.2.1)-5-heptene